N-(2,3-dimethoxybenzyl)glycine COC1=C(CNCC(=O)O)C=CC=C1OC